CC=1C=C(C=CC1OC1=CC=NC2=CN=C(C=C12)N1CCNCC1)NC(=O)C=1C(N(C=CC1)C1=CC=CC=C1)=O N-[3-methyl-4-[(6-piperazin-1-yl-1,7-naphthyridin-4-yl)oxy]phenyl]-2-oxo-1-phenyl-pyridine-3-carboxamide